O=C1NC(CCC1N1C(C2=C(C=C(C=C2C1)C(=O)O)F)=O)=O 2-(2,6-dioxopiperidin-3-yl)-7-fluoro-1-oxoisoindoline-5-carboxylic acid